(S)-4-ethoxy-6-(1-(5-(6-fluoro-2-methylpyridin-3-yl)-7-(2-((2-hydroxyethyl)(methyl)amino)ethyl)-1-oxo-3,4-dihydroisoquinolin-2(1H)-yl)ethyl)nicotinonitrile C(C)OC1=CC(=NC=C1C#N)[C@H](C)N1C(C2=CC(=CC(=C2CC1)C=1C(=NC(=CC1)F)C)CCN(C)CCO)=O